C(C)(C)(C)C=1C=C(C=C(C1O)C(C)(C)C)CCC(=O)OCC(COC(CCC1=CC(=C(C(=C1)C(C)(C)C)O)C(C)(C)C)=O)(COC(CCC1=CC(=C(C(=C1)C(C)(C)C)O)C(C)(C)C)=O)COC(CCC1=CC(=C(C(=C1)C(C)(C)C)O)C(C)(C)C)=O pentaerythritol tetrakis[3-(3,5-di-t-butyl-4-hydroxyphenyl) propionate]